8-Chloro-3-(2-ethoxy-ethyl)-indolizine-1-carboxylic acid ((1S,3S)-1-hydroxy-3-ethyl-cyclohexylmethyl)-amide O[C@@]1(C[C@H](CCC1)CC)CNC(=O)C=1C=C(N2C=CC=C(C12)Cl)CCOCC